C(C)(C)(C)OC1=CC=C(C=C1)C1=CC=C(C=C1)C(\C=C\C=1C=C2N=CC=NC2=CC1)=O (E)-1-(4'-(tert-butoxy)-[1,1'-biphenyl]-4-yl)-3-(quinoxalin-6-yl)prop-2-en-1-one